C(#N)C=1C=CC(=NC1)N1CCN(CC1)CC1=CC(=NNC1=O)NC(=O)NCC 1-(5-((4-(5-cyanopyridin-2-yl)piperazin-1-yl)methyl)-6-oxo-1,6-dihydropyridazin-3-yl)-3-ethylurea